O1C=C(C2=NC=CC=C21)C(=O)N furo[3,2-b]pyridine-3-carboxamide